Cl.NC/C(/COC=1C=C2CCN(C(C2=CC1)=O)CC(=O)NC)=C\F [6-[(E)-2-(aminomethyl)-3-fluoro-allyloxy]-1-oxo-3,4-dihydroisoquinolin-2-yl]-N-methyl-acetamide hydrochloride